[2,6-difluoro-4-[2-(3-pyridinyl)ethynyl]phenyl]spiro[cyclopropane-1,5'-imidazo[1,2-a]imidazol]-6'-one FC1=C(C(=CC(=C1)C#CC=1C=NC=CC1)F)C1=NC=2N(C1)C1(C(N2)=O)CC1